(2R,8aS)-2-(2,3-dichloro-6-methoxyphenyl)-7-[[(4-methoxyphenyl)methyl]amino]-hexahydro-1H-indolizin-5-one ClC1=C(C(=CC=C1Cl)OC)[C@H]1C[C@H]2CC(CC(N2C1)=O)NCC1=CC=C(C=C1)OC